2-((2S,4R)-5-chloro-6-fluoro-2-phenyl-2-((S)-pyrrolidin-2-yl)-2,3-dihydrobenzofuran-4-yl)-3-fluoro-4-(2-hydroxyethoxy)-N-methylbenzamide ClC=1C(=CC2=C(C[C@@](O2)([C@H]2NCCC2)C2=CC=CC=C2)C1C1=C(C(=O)NC)C=CC(=C1F)OCCO)F